FC(C1=NC=2CCN(CC2C=C1)C(=O)[C@@H]1CC[C@H](CO1)NC(COC1=CC=C(C=C1)C(F)(F)F)=O)(F)F N-[(3R,6S)-6-[2-(trifluoromethyl)-7,8-dihydro-5H-1,6-naphthyridine-6-carbonyl]tetrahydropyran-3-yl]-2-[4-(trifluoromethyl)phenoxy]acetamide